2-(4-(5-chloro-2-(4-chloro-1H-1,2,3-triazol-1-yl)phenyl)-2,5-dioxopiperazin-1-yl)-N-(3-fluorophenyl)-3-phenylpropanamide ClC=1C=CC(=C(C1)N1CC(N(CC1=O)C(C(=O)NC1=CC(=CC=C1)F)CC1=CC=CC=C1)=O)N1N=NC(=C1)Cl